BrC=1C=C(C=C(C1)NCCO)NC(=O)NC1=C(C(=CC=C1)F)CO 1-[3-bromo-5-(2-hydroxyethylamino)phenyl]-3-(3-fluoro-2-hydroxymethylphenyl)urea